NCCCN1CCN(CC1)CC=1C=CC(=NC1)NC1=NC=C(C(=N1)C=1C=C(C2=C(N(C(=N2)C)C(C)C)C1)F)F N-(5-((4-(3-aminopropyl)piperazin-1-yl)methyl)pyridin-2-yl)-5-fluoro-4-(4-fluoro-1-isopropyl-2-methyl-1H-benzo[d]imidazol-6-yl)pyrimidin-2-amine